FC=1C=C2NC=CC2=C2CCC(NCCCCCC(C3=CN=C(C=4C(=CC=C(OC12)C4)F)N3)C3=CC=CC=C3)=O 23,29-Difluoro-6-phenyl-25-oxa-3,12,20,31-tetrazapentacyclo-[24.3.1.12,5.016,24.017,21]hentriaconta-1(30),2,4,16,18,21,23,26,28-nonaen-13-one